N1(CC=CC1)CC1=C(C2=C(C=CC(=NO2)O)C=C1)O 8-((2,5-dihydro-1H-pyrrol-1-yl)methyl)-3,9-dihydroxybenzo[5,6]oxazepin